FC1(C2CN(CC12)C1=CC=C(C=N1)CO)F (6-{6,6-difluoro-3-azabicyclo[3.1.0]hex-3-yl}pyridin-3-yl)methanol